7-((1r,4r)-4-(3-Fluoro-5-(trifluoromethyl)pyridin-2-yl)cyclohexyl)-2-thia-7-azaspiro[3.5]nonane 2,2-dioxide FC=1C(=NC=C(C1)C(F)(F)F)C1CCC(CC1)N1CCC2(CS(C2)(=O)=O)CC1